FC1=C(C=C(C=C1F)F)C1=NS(OC1)(=O)=O 4-(2,3,5-trifluorophenyl)-5H-[1,2,3]oxathiazole 2,2-dioxide